FC1(OC2=C(O1)C=CC(=C2)N(C(=O)C=2C=C(C=CC2)N2N=C(C=1CCC[C@@H](C21)OC2=NC=CC(=C2)C(=O)O)C(F)(F)F)C)F |o1:26| (S) or (R)-2-[[1-[3-[(2,2-difluoro-1,3-benzodioxol-5-yl)-methyl-carbamoyl]phenyl]-3-(trifluoromethyl)-4,5,6,7-tetrahydroindazol-7-yl]oxy]pyridine-4-carboxylic acid